biguanide trioctylphenylbenzenesulfonate C(CCCCCCC)C=1C(=C(C(=C(C1)S(=O)(=O)O)C1=CC=CC=C1)CCCCCCCC)CCCCCCCC.NC(=N)NC(=N)N